2-(6-(4-(benzyloxymethyl)piperidin-1-yl)-1-oxoisoquinolin-2(1H)-yl)pentanedioic acid C(C1=CC=CC=C1)OCC1CCN(CC1)C=1C=C2C=CN(C(C2=CC1)=O)C(C(=O)O)CCC(=O)O